C1(=CC=CC2=CC=CC=C12)C1=NN(C2=CC=CC=C12)S(=O)(=O)C1=CC=C(C)C=C1 3-(naphthalen-1-yl)-1-tosyl-1H-indazole